γ-Glutamylcystein N[C@@H](CCC(=O)N[C@@H](CS)C(=O)O)C(=O)O